2-morpholino-6-(thiophen-2-yl)-4H-pyran-4-one O1CCN(CC1)C=1OC(=CC(C1)=O)C=1SC=CC1